tert-Butyl (18-chloro-15-oxo-4,7,10-trioxa-14-azaoctadecyl)carbamate ClCCCC(NCCCOCCOCCOCCCNC(OC(C)(C)C)=O)=O